IC(C(C=C)(F)F)(F)F 4-iodo-3,3,4,4-tetrafluoro-1-butene